ethyl (E)-4-(4'-isopropylphenyl)-2,2-difluoro-3-butenoate C(C)(C)C1=CC=C(C=C1)/C=C/C(C(=O)OCC)(F)F